BrC1=C(C(=O)NC2=CC=C(C=C2)C(\C=C\C2=CC=C(C=C2)N(C)CCO)=O)C(=C(C(=C1F)F)F)F 2-Bromo-3,4,5,6-tetrafluoro-N-[4-[(E)-3-[4-[2-hydroxyethyl(methyl)amino]phenyl]prop-2-enoyl]phenyl]benzamide